C(C)OC(=O)C=1C(N(N2C1C=CC=C2)CC2=CC=C(C=C2)OC)=O 1-(4-methoxybenzyl)-2-oxo-1,2-dihydropyrazolo[1,5-a]pyridine-3-carboxylic acid ethyl ester